1-{4-[4-({(1R)-1-[3-(difluoromethyl)-2-fluorophenyl]ethyl}amino)-2,8-dimethylpyrido[3,4-d]pyrimidin-6-yl]piperazin-1-yl}ethan-1-one FC(C=1C(=C(C=CC1)[C@@H](C)NC=1C2=C(N=C(N1)C)C(=NC(=C2)N2CCN(CC2)C(C)=O)C)F)F